8-amino-5-bromo-6-fluoro-3,4-dihydronaphthalene-1(2H)-one NC=1C=C(C(=C2CCCC(C12)=O)Br)F